(3-amino-4-methylthiophene-2-yl)-N-isopropylacetamide NC1=C(SC=C1C)CC(=O)NC(C)C